cyano-2-(2-cyano-1-methylisoindolin-4-yl)benzamide C(#N)C=1C(=C(C(=O)N)C=CC1)C1=C2CN(C(C2=CC=C1)C)C#N